BrC1=CC=C(CNC2=CC3=C(OCO3)C=C2N)C=C1 N5-(4-bromobenzyl)benzo[d][1,3]dioxole-5,6-diamine